C(C1=CC=CC=C1)C1C(=NNC1=O)C 4-benzyl-3-methyl-1H-Pyrazole-5(4H)-one